C(C)OC=1C=C(C=O)C=CC1OC\C=C/C\C=C/CC 3-ethoxy-4-(((2Z,5Z)-octa-2,5-dien-1-yl)oxy)benzaldehyde